C1(CC1)C=1N=CN(C1B1OC(C(O1)(C)C)(C)C)COCC[Si](C)(C)C 4-cyclopropyl-5-(4,4,5,5-tetramethyl-1,3,2-dioxaborolan-2-yl)-1-[[2-(trimethylsilyl)ethoxy]methyl]imidazole